ClC=1C=C(C=C(C1OC1=NNC(C(=C1)CC1=NC=C(C=C1)OC)=O)Cl)N1N=C(C(NC1=O)=O)C(=O)O 2-[3,5-dichloro-4-([5-[(5-methoxypyridin-2-yl)methyl]-6-oxo-1H-pyridazin-3-yl]oxy)phenyl]-3,5-dioxO-4H-1,2,4-triazine-6-carboxylic acid